BrC1C(N(CCC1=O)C(=O)OCCCC)=O butyl 3-bromo-2,4-dioxopiperidine-1-carboxylate